COC=1C=C(\C=N\NC(=O)C2=NC(=CC(=C2)F)C2=CC=C(C=C2)OCC)C=C(C1)OC (E)-N'-(3,5-dimethoxybenzylidene)-6-(4-ethoxyphenyl)-4-fluoropyridineformylhydrazine